(4S)-N-[(5-chloropyrazin-2-yl)methyl]-2-{[(2S)-1,4-dioxan-2-yl]methyl}-4-methyl-8-(trifluoromethyl)-4,5-dihydro-2H-furo[2,3-g]indazole-7-carboxamide ClC=1N=CC(=NC1)CNC(=O)C1=C(C2=C(C[C@@H](C3=CN(N=C23)C[C@@H]2OCCOC2)C)O1)C(F)(F)F